tert-butyl (2-(2-(2-(((S)-1-((2S,4R)-4-hydroxy-2-((4-(4-methylthiazol-5-yl)benzyl)carbamoyl)pyrrolidin-1-yl)-3,3-dimethyl-1-oxobutan-2-yl)amino)-2-oxoethoxy)ethoxy)ethyl)carbamate O[C@@H]1C[C@H](N(C1)C([C@H](C(C)(C)C)NC(COCCOCCNC(OC(C)(C)C)=O)=O)=O)C(NCC1=CC=C(C=C1)C1=C(N=CS1)C)=O